NCC=1C=C(C=CC1)C1=CC(=C(C=2C=COC21)C=2C=NN(C2)C)COC2=C(C=CC=C2)CC(=O)O 2-(2-((7-(3-(aminomethyl)phenyl)-4-(1-methyl-1H-pyrazol-4-yl)benzofuran-5-yl)methoxy)phenyl)acetic acid